FC1=CC(=CC2=C1CN([C@H](CO2)C)C(C(F)(F)F)=O)C#N (3S)-6-fluoro-3-methyl-4-(2,2,2-trifluoroacetyl)-3,5-dihydro-2H-1,4-benzoxazepine-8-carbonitrile